5-methoxy-1-[2-(4-piperazin-1-yl-anilino)-pyrimidin-4-yl]-1H-indole-3-carboxamide COC=1C=C2C(=CN(C2=CC1)C1=NC(=NC=C1)NC1=CC=C(C=C1)N1CCNCC1)C(=O)N